4-cyano-3-fluorophenyl-Boronic acid C(#N)C1=C(C=C(C=C1)B(O)O)F